p-iodothiobenzoic acid IC1=CC=C(C(=S)O)C=C1